4-((1-methylpiperidin-3-yl)amino)-1H-pyrrole CN1CC(CCC1)NC=1C=CNC1